4-bromo-2-(cyclopropanecarbonyl)benzoic acid BrC1=CC(=C(C(=O)O)C=C1)C(=O)C1CC1